N-(aminopropyl)morpholine NCCCN1CCOCC1